2-(3-(2,6-Dioxopiperidin-3-yl)-1H-indazol-1-yl)-N-(3-methylisothiazol-5-yl)-acetamide O=C1NC(CCC1C1=NN(C2=CC=CC=C12)CC(=O)NC1=CC(=NS1)C)=O